(E)-(4-(((4-((2-(aminomethyl)-3-fluoroallyl)oxy)phenyl)sulfonyl)methoxy)piperidin-1-yl)(cyclopentyl)methanone NC/C(/COC1=CC=C(C=C1)S(=O)(=O)COC1CCN(CC1)C(=O)C1CCCC1)=C\F